NC1=C(C2=C(N=C(N=C2OC)C)N1C1=C(C(=CC=C1C)OC)C)C#N 6-amino-4-methoxy-7-(3-methoxy-2,6-dimethylphenyl)-2-methylpyrrolo[2,3-d]pyrimidine-5-carbonitrile